3-(3-(3-(5-cyanopyrazolo[1,5-a]pyridine-3-carboxamido)-5-fluoro-4-methylphenyl)-1,2,4-oxadiazol-5-yl)azetidine-1-carboxylic acid methyl ester COC(=O)N1CC(C1)C1=NC(=NO1)C1=CC(=C(C(=C1)F)C)NC(=O)C=1C=NN2C1C=C(C=C2)C#N